4-methoxyPhenyl-5-[2-(oxetan-3-yl)ethynyl]Pyrimidin-2-amine COC1=CC=C(C=C1)C1=NC(=NC=C1C#CC1COC1)N